(S)-4-((1-(8-(benzo[d]oxazol-5-yl)-4-chloro-1-oxo-2-phenyl-1,2-dihydroisoquinolin-3-yl)ethyl)amino)pyrido[2,3-d]pyrimidin-5(8H)-one O1C=NC2=C1C=CC(=C2)C=2C=CC=C1C(=C(N(C(C21)=O)C2=CC=CC=C2)[C@H](C)NC=2C1=C(N=CN2)NC=CC1=O)Cl